N-methyl-guanine CNC=1NC(C=2NC=NC2N1)=O